7-methoxy-2,3-dihydro-1,4-benzothiazepin COC=1C=CC2=C(C=NCCS2)C1